CC/1(CN(CC\C1=C/C#C[Si](C)(C)C)C(=O)OCC)C Ethyl (4E)-3,3-dimethyl-4-[3-(trimethylsilyl)prop-2-yn-1-ylidene]piperidine-1-carboxylate